O=C1NC(CCC1N1C(C2=CC=CC(=C2C1=O)NCCCCCCCCCCOC1=NC=C(C=C1)\C=C\C1=CC=C(C=C1)NC)=O)=O (E)-2-(2,6-dioxopiperidin-3-yl)-4-((10-((5-(4-(methylamino)styryl)pyridin-2-yl)oxy)decyl)amino)isoindoline-1,3-dione